[Ca+2].C(CC)(=O)[O-].C(CC)(=O)[O-] propionic acid calcium salt